N(=[N+]=[N-])[C@@H]1O[C@@H]([C@@H]2[C@H]1OC(O2)(C)C)C(=O)OC Methyl (3aS,4S,6R,6aR)-6-azido-2,2-dimethyltetrahydrofuro[3,4-d][1,3]dioxole-4-carboxylate